C[C@H]1[C@@H]2CC[C@]3([C@@]4(O3)CC=C([C@@H]4[C@H]2OC1=O)C)C The molecule is an organic heterotetracyclic compound and guaianolide sesquiterpene lactone that is arglabin in which the exocyclic double bond has been reduced to a single bond. It is found in Artemesia adamsii. It has a role as a metabolite. It is a gamma-lactone, an epoxide, an organic heterotetracyclic compound and a sesquiterpene lactone. It derives from an arglabin.